N-decanyl-benzimidazole C(CCCCCCCCC)N1C=NC2=C1C=CC=C2